C(C1=CC=CC=C1)OC[C@@H](CSC(C1=CC=CC=C1)(C1=CC=CC=C1)C1=CC=CC=C1)N1N=C2N(C=CC=C2)C1=O (S)-2-(1-(benzyloxy)-3-(tritylthio)propan-2-yl)-[1,2,4]triazolo[4,3-a]pyridin-3(2H)-one